6-(3-fluoropyridin-4-yl)-N-((1r,4r)-4-(2-hydroxyacetamido)cyclohexyl)-4-(isopropylamino)pyrrolo[1,2-b]pyridazine-3-carboxamide FC=1C=NC=CC1C=1C=C2N(N=CC(=C2NC(C)C)C(=O)NC2CCC(CC2)NC(CO)=O)C1